4-[(1S)-1-[[4-[2-(3-Chlorophenoxy)ethylamino]tetrahydropyran-4-carbonyl]amino]ethyl]benzoic acid, hydrochloride Cl.ClC=1C=C(OCCNC2(CCOCC2)C(=O)N[C@@H](C)C2=CC=C(C(=O)O)C=C2)C=CC1